2-chloro-8-cyclopentyl-6-iodo-5-methylpyrido[2,3-d]pyrimidin-7-one ClC=1N=CC2=C(N1)N(C(C(=C2C)I)=O)C2CCCC2